3-(2-Cyclopentyl-3-oxoindolin-2-yl)-4-hydroxy-1-methylpyrrolidine-2,5-dione C1(CCCC1)C1(NC2=CC=CC=C2C1=O)C1C(N(C(C1O)=O)C)=O